ClC=1N=C(C2=C(N1)C1=C(O2)C=CC(=C1)C1=CC=CC=C1)Cl 2,4-Dichloro-8-phenyl-benzofuro[3,2-d]pyrimidin